(S)-3-(azetidin-1-yl)-N-(2,2,2-trifluoro-1-(2-fluorophenyl)ethyl)propanamide N1(CCC1)CCC(=O)N[C@H](C(F)(F)F)C1=C(C=CC=C1)F